N-((4R,5S,7R,8R,9S,10R)-8,10-dihydroxy-7-(hydroxymethyl)-9-(4-(3,4,5-trifluorophenyl)-1H-1,2,3-triazol-1-yl)-1,6-dioxaspiro[4.5]dec-4-yl)-1-phenylcyclopropanecarboxamide O[C@H]1[C@H](O[C@@]2([C@@H](CCO2)NC(=O)C2(CC2)C2=CC=CC=C2)[C@@H]([C@H]1N1N=NC(=C1)C1=CC(=C(C(=C1)F)F)F)O)CO